(R)-imino(4-((2S,4R)-1-((5-methoxy-7-methyl-1H-indol-4-yl)methyl)-4-methylpiperidin-2-yl)phenyl)(methyl)-λ6-sulfanone N=[S@@](=O)(C)C1=CC=C(C=C1)[C@H]1N(CC[C@H](C1)C)CC1=C2C=CNC2=C(C=C1OC)C